S1C2=C(C(=C1)C1=CC=C(C=C1)C1=NC(=NC(=N1)Cl)C1=CC=CC=C1)C=CC=C2 2-(4-(benzo[b]thiophen-3-yl)phenyl)-4-chloro-6-phenyl-1,3,5-triazine